(R)-2-(5-((4-((2-Chloro-5-((1,3-dimethyl-1H-pyrazol-4-yl)ethynyl)pyridin-4-yl)amino)butan-2-yl)oxy)-1,3-dimethyl-1H-pyrazol-4-yl)pyrimidin-4-amine ClC1=NC=C(C(=C1)NCC[C@@H](C)OC1=C(C(=NN1C)C)C1=NC=CC(=N1)N)C#CC=1C(=NN(C1)C)C